N1=CC(=CC=C1)CN1C(NC2=C1C=CC=C2)=O 1-(pyridin-3-ylmethyl)-1,3-dihydro-2H-benzo[d]imidazol-2-one